Bis[2-hydroxy-3-(4-hydroxy-2,3,5-trimethylbenzyl)-5-methylphenyl]methane OC1=C(C=C(C=C1CC1=C(C(=C(C(=C1)C)O)C)C)C)CC1=C(C(=CC(=C1)C)CC1=C(C(=C(C(=C1)C)O)C)C)O